Di-mercury sulphate S(=O)(=O)([O-])[O-].[Hg+].[Hg+]